6a,9a-dideuterio-2-(4-(6-fluoropyridin-2-yl)benzyl)-5-methyl-3-(phenylamino)-5,6a,7,8,9,9a-hexahydrocyclopenta[4,5]imidazo[1,2-a]pyrazolo[4,3-e]pyrimidin-4(2H)-one [2H]C12N=C3N(C=4C(C(N3C)=O)=C(N(N4)CC4=CC=C(C=C4)C4=NC(=CC=C4)F)NC4=CC=CC=C4)C1(CCC2)[2H]